2-Oxopropane-1,3-diyl bis(2,2-dimethylheptanoate) CC(C(=O)OCC(COC(C(CCCCC)(C)C)=O)=O)(CCCCC)C